C1(=CC=C(C=C1)N1C2=C(C=C(C(=C2C=2C1=C(C(=C1NC3=C(C=C(C=C3C21)[2H])[2H])[2H])[2H])[2H])[2H])[2H])C2=CC=CC=C2 5-([1,1'-biphenyl]-4-yl)-5,8-dihydroindolo[2,3-c]carbazole-1,2,4,6,7,9,11-d7